(2R)-4-[2-(1,1-dimethylethoxy)ethyl-[4-(5,6,7,8-tetrahydro-1,8-naphthyridin-2-yl)butyl]amino]-2-[[1-methylethyl(2-methylpropyl)carbamoyl]amino]butanoic acid CC(C)(OCCN(CC[C@H](C(=O)O)NC(N(CC(C)C)C(C)C)=O)CCCCC1=NC=2NCCCC2C=C1)C